FC=1C=CC=2N(C1)N=CC2C(=O)NC2=C(C=C(C(=C2)C2=NN=C(N2)OC)F)C 6-Fluoro-N-[4-fluoro-5-(5-methoxy-4H-1,2,4-triazol-3-yl)-2-methylphenyl]pyrazolo[1,5-a]pyridine-3-carboxamide